7-(4-(Dipropylamino) butyl)-7-hydroxytridecane-1,13-diylbis(8,12-dimethyltridecanoate) C(CC)N(CCCCC(CCCCCCC(C(=O)[O-])CCCCCC(CCCC(C)C)C)(CCCCCCC(C(=O)[O-])CCCCCC(CCCC(C)C)C)O)CCC